1-[2-(2,2,2-trifluoroethoxy)ethyl]-1,2-dihydropyridin-2-one FC(COCCN1C(C=CC=C1)=O)(F)F